2-propylheptanoyl-N,N-dimethylamide C(CC)C(C(=O)C[N-]C)CCCCC